COC1=C(C=2CCN(CC2C=C1)C(=O)C1=CN=C(S1)N1CCN(CC1)C)C=O 6-methoxy-2-[2-(4-methyl-piperazin-1-yl)-thiazole-5-carbonyl]-1,2,3,4-tetrahydro-isoquinoline-5-carbaldehyde